2-methyl-6-(1-methyl-1H-indol-6-yl)pyrimidin-4-amine CC1=NC(=CC(=N1)N)C1=CC=C2C=CN(C2=C1)C